7-amino-3-(2-chloro-6-methyl-phenyl)-1-(1-methyl-4-piperidyl)-4H-pyrido[4,3-d]pyrimidin-2-one NC1=CC=2N(C(N(CC2C=N1)C1=C(C=CC=C1C)Cl)=O)C1CCN(CC1)C